lead-tin-antimony-silver [Ag].[Sb].[Sn].[Pb]